N-(4-(4-(4-methylpiperazin-1-yl)-4-oxobutyl)-1-phenyl-1H-imidazol-2-yl)benzamide CN1CCN(CC1)C(CCCC=1N=C(N(C1)C1=CC=CC=C1)NC(C1=CC=CC=C1)=O)=O